6-(3-hydroxypropoxy)coumarin OCCCOC=1C=C2C=CC(OC2=CC1)=O